(R)-4-(1-(2,4-dimethoxybenzyl)-4-((methylsulfonyl)methyl)-2H-pyrazolo[3,4-b]pyridin-6-yl)-3-methylmorpholine COC1=C(CN2NCC=3C2=NC(=CC3CS(=O)(=O)C)N3[C@@H](COCC3)C)C=CC(=C1)OC